C(C)OC(C(C(=O)O)C)=O 3-ethoxy-2-methyl-3-oxo-propanoic acid